OC1=NC(=CC(=C1)C(=O)O)O 2,6-dihydroxypyridine-4-carboxylic acid